{[(1-{2-chloro-5-[4-(1,1-difluoroethyl)-3-methyl-2,6-dioxo-3,6-dihydropyrimidin-1(2H)-yl]-4-fluorophenoxy}cyclopropyl)carbonyl]oxy}acetic acid ClC1=C(OC2(CC2)C(=O)OCC(=O)O)C=C(C(=C1)F)N1C(N(C(=CC1=O)C(C)(F)F)C)=O